[Br-].C(C)OC(=O)C=1C(=C(C=CC1)P(C1=CC=CC=C1)C1=CC=CC=C1)C ethoxycarbonyl-methyl-triphenyl-phosphine bromide